ClC1=C(C=CC=C1NC(=O)C1=CC=C(C=N1)CN[C@@H](CO)C(=O)OC)C1=C(C(=CC=C1)NC(C1=NC=C(C=C1)C(OC)OC)=O)C methyl ((6-((2-chloro-3'-(5-(dimethoxymethyl)picolinamido)-2'-methyl-[1,1'-biphenyl]-3-yl)carbamoyl)pyridin-3-yl)methyl)-L-serinate